5-(5-Bromo-3,4-dihydro-2H-quinolin-1-yl)-1-(difluoromethyl)-7-fluoro-[1,2,4]triazolo[4,3-a]quinazoline BrC1=C2CCCN(C2=CC=C1)C1=NC=2N(C3=CC=C(C=C13)F)C(=NN2)C(F)F